BrC(C[Si](OCC)(OCC)OCC)C 2-bromopropyltriethoxysilane